(2-chloro-2'-methyl-[1,1'-biphenyl]-3-yl)methanol ClC1=C(C=CC=C1CO)C1=C(C=CC=C1)C